ethylisopropylamine C(C)NC(C)C